4-bromo-5-methyl-1-(tetrahydro-2H-pyran-2-yl)-1,5,6,7-tetrahydrocyclopenta[f]indazole BrC1=C2C=NN(C2=CC2=C1C(CC2)C)C2OCCCC2